CN(C=1SC2=C(N1)C=CC(=C2)C=2C=CC=1N(N2)N=C(N1)C)C1CC(NC(C1)(C)C)(C)C N-Methyl-6-(2-methyl[1,2,4]triazolo[1,5-b]pyridazin-6-yl)-N-(2,2,6,6-tetramethylpiperidin-4-yl)-1,3-benzothiazol-2-amin